3,3'-Dodecamethylenebis(1,2,4-triazole) N1N=C(N=C1)CCCCCCCCCCCCC1=NNC=N1